3-(2-(diphenylmethylene)-1-methylhydrazino)-1,2,4-oxadiazol-5(4H)-one C1(=CC=CC=C1)C(=NN(C)C1=NOC(N1)=O)C1=CC=CC=C1